β-carboxyethylphenylbis(β-methoxyethoxy)silane C(=O)(O)CC[Si](OCCOC)(OCCOC)C1=CC=CC=C1